1,1'-dimethyl-4,4'-dihydrobipyridine rac-tert-Butyl-(1R,6S)-5-(2-(5-chloropyridin-2-yl)-2-methylbenzo[d][1,3]dioxol-4-yl)-2,5-diazabicyclo[4.2.0]octane-2-carboxylate C(C)(C)(C)OC(=O)N1[C@@H]2CC[C@@H]2N(CC1)C1=CC=CC=2O[C@@](OC21)(C)C2=NC=C(C=C2)Cl.CN2C(=CCC=C2)C=2N(C=CCC2)C |&1:21|